1-(2,2-DIFLUOROETHYL)-PYRROL-3-YLBORONIC ACID FC(CN1C=C(C=C1)B(O)O)F